3-(5-(3-(4-(difluoromethyl)phenyl)-2-oxoimidazolidin-1-yl)-1-oxoisoindolin-2-yl)piperidine-2,6-dione FC(C1=CC=C(C=C1)N1C(N(CC1)C=1C=C2CN(C(C2=CC1)=O)C1C(NC(CC1)=O)=O)=O)F